CN(C1=CC=C2C(=C3C(O2)=CC=CC(=C3)N3CN=CC=C3)C1)C N-(N,N-dimethyl-2-aminocyclohepta[b]benzofur-9-yl)pyrimidine